(1S)-6-chloro-2-(2-chloro-6-(trifluoromethyl)pyrimidin-4-yl)-1-((tetrahydro-2H-pyran-3-yl)methyl)-2,3,4,9-tetrahydro-1H-pyrido[3,4-b]indole ClC=1C=C2C3=C(NC2=CC1)[C@@H](N(CC3)C3=NC(=NC(=C3)C(F)(F)F)Cl)CC3COCCC3